trans-4-((4-(2-Cyclopropyloxazol-4-yl)pyridin-2-yl)((trans-4-(5-methoxy-6-methylpyridin-2-yl)cyclohexyl)methyl)carbamoyl)cyclohexyl 3-(methoxymethyl)azetidine-1-carboxylate COCC1CN(C1)C(=O)O[C@@H]1CC[C@H](CC1)C(N(C[C@@H]1CC[C@H](CC1)C1=NC(=C(C=C1)OC)C)C1=NC=CC(=C1)C=1N=C(OC1)C1CC1)=O